ClC=1C(=CC2=CN(N=C2C1)C)\N=C/1\N=CN(CN1CC1=C(C=C(C(=C1)F)F)F)CC1=NN(C=N1)C (6E)-6-[(6-chloro-2-methyl-2H-indazol-5-yl)imino]-3-[(1-methyl-1H-1,2,4-triazol-3-yl)methyl]-1-[(2,4,5-trifluorophenyl)methyl]-1,3,5-triazinE